NC1=NC=2C=NC(=CC2C2=C1COC2)C(=O)N(C)CC2=NC=C(C=C2)C2CC2 4-amino-N-((5-cyclopropyl-2-pyridinyl)methyl)-N-methyl-1,3-dihydrofuro[3,4-c][1,7]naphthyridine-8-carboxamide